FC(C1=CC=C(OC2=C(C=CC=C2)N2CCC(CC2)C(=O)OCC)C=C1)(F)F ethyl 1-(2-(4-(trifluoromethyl)phenoxy)phenyl)piperidine-4-carboxylate